[Sr+2].[O-2].[Ba+2].[O-2] barium oxide, strontium salt